C(CCCCCCCCCCCC(=O)O)(=O)O tridecanedioic acid